ethyl 4-bromo-7-methoxy-1-(4-methylbenzene-1-sulfonyl)-1H-pyrrolo[2,3-c]pyridine-2-carboxylate BrC1=C2C(=C(N=C1)OC)N(C(=C2)C(=O)OCC)S(=O)(=O)C2=CC=C(C=C2)C